OC1=C(C=CC(=C1)OCCCCCCCC)C1=NC(=NC(=N1)C1=CC=C(C=C1)C)C1=CC=C(C=C1)C 2-(2'-hydroxy-4'-octyloxyphenyl)-4,6-bis(4'-methylphenyl)-1,3,5-triazine